BrC=1C(=C2COC(C2=CC1)=O)OCC=1CCN(CC1)C(=O)OC(C)(C)C tertbutyl 4-(((5-bromo-1-oxo-1,3-dihydroisobenzofuran-4-yl)oxy)methyl)-3,6-dihydropyridine-1(2H)-carboxylate